3-ferrocenyl-3-ferrocenyl-aminoacetone [C-]1(C=CC=C1)C(C(C)=O)([C-]1C=CC=C1)N.[CH-]1C=CC=C1.[Fe+2].[CH-]1C=CC=C1.[Fe+2]